4-cyclobutyl-3-(3,3-difluorocyclobutyl)-1H-pyrazol-5-amine C1(CCC1)C=1C(=NNC1N)C1CC(C1)(F)F